FC1=CC=C(C=C1)[C@H](C)NC1=NC(=CC(=N1)N1[C@H](CCC1)CO)NC1=NC=CN=C1 ((R)-1-{2-[(S)-1-(4-fluorophenyl)ethylamino]-6-(pyrazin-2-ylamino)pyrimidin-4-yl}pyrrolidin-2-yl)methanol